F[B-](F)(F)F.COC1=CC=C(C=C1)C1=[O+]C(=CC(=C1)C1=CC=C(C=C1)OC)C1=CC=C(C=C1)OC 2,4,6-tri(4-methoxyphenyl)pyrylium tetrafluoroborate